N-Phenylglycin C1=CC=C(C=C1)NCC(=O)O